(5,6,7,8-tetrahydro-8-quinolinyl)-1,4-benzenedimethanamine N1=CC=CC=2CCCC(C12)C1=C(C=CC(=C1)CN)CN